ClC=1C=CC(=C(C1)C=1C=2N(N=C(C1)C)C(=CC2)C(=O)OC)OCCN2C(=NC=1CCC3(CC1C2=O)OCCO3)C methyl 4-[5-chloranyl-2-[2-(2'-methyl-4'-oxidanylidene-spiro[1,3-dioxolane-2,6'-7,8-dihydro-5H-quinazoline]-3'-yl) ethoxy] phenyl]-2-methyl-pyrrolo[1,2-b]pyridazine-7-carboxylate